[Al+3].C(CCCCCCCCCCCCC)(=O)[O-].C(CCCCCCCCCCCCC)(=O)[O-].[Al+3].O1CC(CC1)C(=O)C1=CNC=2N=CN=C(C21)N[C@H]2CN(CCC2)C(C=C)=O 1-((3R)-3-((5-(tetrahydrofuran-3-carbonyl)-7H-pyrrolo[2,3-d]pyrimidin-4-yl)amino)piperidin-1-yl)prop-2-en-1-one Aluminum dimyristate Aluminum